COC=1C=2N(C=C(C1)C=1C=NN(C1)C1CCN(CC1)C(=O)C1(CNC1)OC)N=CC2C#N 4-methoxy-6-(1-(1-(3-methoxyazetidine-3-carbonyl)piperidin-4-yl)-1H-pyrazol-4-yl)pyrazolo[1,5-a]pyridine-3-carbonitrile